7-(8-chloronaphthalen-1-yl)-4-((S)-3-(cyanomethyl)piperazin-1-yl)-2-(((R)-1-methylpyrrolidin-3-yl)methoxy)-5,6,7,8-tetrahydro-1,7-naphthyridine-3-carbonitrile ClC=1C=CC=C2C=CC=C(C12)N1CCC=2C(=C(C(=NC2C1)OC[C@H]1CN(CC1)C)C#N)N1C[C@@H](NCC1)CC#N